ClC=1C(=NC(=NC1)N1C[C@H](C[C@H](C1)C)O)NC1=CC2=C(N(C(N2CCC(C)(C)O)=O)C)C=C1 5-((5-Chloro-2-((3S,5R)-3-hydroxy-5-methylpiperidin-1-yl)pyrimidin-4-yl)amino)-3-(3-hydroxy-3-methylbutyl)-1-methyl-1,3-dihydro-2H-benzo[d]imidazol-2-on